3-ethyl-4-{3-isopropyl-4-(4-(1-methyl-1H-pyrazol-4-yl)-1H-imidazol-1-yl)-1H-pyrazolo[3,4-b]pyridine-1-yl}benzonitrile C(C)C=1C=C(C#N)C=CC1N1N=C(C=2C1=NC=CC2N2C=NC(=C2)C=2C=NN(C2)C)C(C)C